OC1=C(C=O)C=C(C(=C1)O)Cl 2,4-dihydroxy-5-chlorobenzaldehyde